4-chloro-6-fluoro-2,3-dihydro-1H-inden-1-one ClC1=C2CCC(C2=CC(=C1)F)=O